C(C1=CC=CC=C1)(C1=CC=CC=C1)N(C1CC(C1)C1=CC(=CC(=C1)C)C)CC N-Benzhydryl-3-(3,5-dimethylphenyl)-N-ethylcyclobutan-1-amine